ClC=1C(=CC(=C(C1)S1C[C@H](CN2C(N=C(C3=CC(=CC1=C23)C(F)(F)F)N2CCNCC2)=O)OC)F)F (3S)-l-1-(5-chloro-2,4-difluorophenyl)-3-methoxy-8-(piperazin-1-yl)-10-(trifluoromethyl)-3,4-dihydro-2H,6H-[1,4]thiazepino[2,3,4-ij]quinazolin-6-one